OC=1C=C(C=C(C1C(C)C)O)C=1C=C(C=CC1)C=CC#N 3-[3-(3,5-Dihydroxy-4-propan-2-ylphenyl)phenyl]prop-2-enenitrile